ClC1=NC=C(C(=C1)C1=C(C=NC(=C1)C)C(=O)NC=1SC=2C(=NC=C(C2)C2CCC(CC2)O)N1)OC 2'-chloro-N-(6-((1s,4s)-4-hydroxycyclohexyl)thiazolo[4,5-b]pyridin-2-yl)-5'-methoxy-6-methyl-[4,4'-bipyridine]-3-carboxamide